O1COC(C1)CO (1,3-dioxolan-4-yl)methanol